ClC=1C=2C(N=C3N(C2C=CC1)C1=CC(=CC=C1C3(C)C)C3CCC(CC3)C=O)=O 4-(4-chloro-7,7-dimethyl-5-oxo-5,7-dihydroindolo[1,2-a]quinazolin-10-yl)cyclohexane-1-carbaldehyde